C(CCC)(=O)C=1C=C(C2=C(CC(O2)(C)C)C1)O 5-butyryl-7-hydroxy-2,2-dimethyl-2,3-dihydrobenzofuran